FCCCCCCCCCS(=O)(=O)OCCCCCCCCCCCCC tridecanyl fluorononylsulfonate